C(C)(C)(C)PC1=C(C2=CC=CC=C2C=C1)C1=CC=C(C2=CC=CC=C12)PC(C)(C)C 2,4'-di-t-butylphosphino-1,1'-binaphthyl